(S)-2-(2-(tetrahydro-2H-pyran-4-yl)phenyl)pyrrolidine-1-carboxylic acid tert-butyl ester C(C)(C)(C)OC(=O)N1[C@@H](CCC1)C1=C(C=CC=C1)C1CCOCC1